8-Anilinonaphthalene-1-sulfonic acid N(C1=CC=CC=C1)C=1C=CC=C2C=CC=C(C12)S(=O)(=O)O